5-(2-aminothiazol-5-yl)sulfanyl-2-methoxy-4-methyl-benzene NC=1SC(=CN1)SC=1C(=CC(=CC1)OC)C